methyl-benzofuran-carboxylic acid CC1=C(OC2=C1C=CC=C2)C(=O)O